N[C@H](C(=O)NC1=CC=C(C=C1)C#CC#CCNC(OC(C)(C)C)=O)CO[Si](C1=CC=CC=C1)(C1=CC=CC=C1)C(C)(C)C tert-butyl N-(5-{4-[(2S)-2-amino-3-[(tert-butyldiphenylsilyl)oxy]propanamido]phenyl}penta-2,4-diyn-1-yl)carbamate